2,5-dihydro-1H-[1,2,5]azadisilole N1[SiH2]C=C[SiH2]1